CCCCCCCCCCCCCCCCC(=O)N[C@@H](COP(=O)([O-])OCC[N+](C)(C)C)[C@@H](CCCCCCCCCCCCCCC)O The molecule is a N-acylsphinganine-1-phosphocholine in which the acyl group specified is heptadecanoyl. It has a role as a mouse metabolite. It derives from a heptadecanoic acid.